O=C1NC(CCC1N1C(C2=CC=C(C=C2C1)CNC(C(C1=CC=C(C=C1)C1(CC1)C(F)(F)F)=O)=O)=O)=O N-((2-(2,6-dioxopiperidin-3-yl)-1-oxoisoindolin-5-yl)methyl)-2-oxo-2-(4-(1-(trifluoro-methyl)cyclopropyl)phenyl)acetamide